7-(3-isopropyl-5-(piperidin-4-yl)-1H-indol-2-yl)-5-methylquinoxaline C(C)(C)C1=C(NC2=CC=C(C=C12)C1CCNCC1)C1=CC(=C2N=CC=NC2=C1)C